C(C=C=C)(SCC)=O S-ethyl buta-2,3-dienethioate